C(CN)C#N.C(CN)C#N.C(=C/C(=O)O)\\C(=O)O The molecule is a fumarate salt prepared from beta-aminopropionitrile by reaction of one molecule of fumaric acid for every two molecules of beta-aminopropionitrile. It has a role as an antineoplastic agent, an antirheumatic drug, a collagen cross-linking inhibitor and a plant metabolite. It contains a beta-ammoniopropionitrile.